OCC[C@@H]1N(C[C@H](N(C1)C(C)C=1C=C2N=CC=NC2=CC1)C)C=1C=2C(N(C(C1)=O)C)=CN(N2)CC#N 2-(7-((2S,5R)-2-(2-hydroxyethyl)-5-methyl-4-(1-(quinoxalin-6-yl)ethyl)piperazin-1-yl)-4-methyl-5-oxo-4,5-dihydro-2H-pyrazolo[4,3-b]pyridin-2-yl)acetonitrile